1,2-diphenyl-hydrazine C1(=CC=CC=C1)NNC1=CC=CC=C1